COC(C1=CC(=CC(=C1)OC(F)(F)F)C(F)F)=O 3-(difluoromethyl)-5-(trifluoromethoxy)benzoic acid methyl ester